Cl.Cl.CN(C)CC1C(C(CCC1)CN(C)C)=O 2,6-BIS(dimethylaminomethyl)-cyclohexanone dihydrochloride